CC[C@H](C)C(=O)C(=O)O Alpha-Keto-isoleucine